[(2R,6R)-6-(6-benzamidopurin-9-yl)-4-cyclohexyl-2-(hydroxymethyl)morpholin-2-yl]-methyl benzoate C(C1=CC=CC=C1)(=O)OC[C@@]1(CN(C[C@@H](O1)N1C2=NC=NC(=C2N=C1)NC(C1=CC=CC=C1)=O)C1CCCCC1)CO